terephthalaldehyde sodium camphorsulfonate C12(C(=O)CC(CC1)C2(C)C)CS(=O)(=O)[O-].[Na+].C(C2=CC=C(C=O)C=C2)=O